C(C)N1C2=C([C@@H]([C@@H](C1=O)NC(C1=CC(=CC=C1)C(F)(F)F)=O)C=1SC=CC1)C(=NN2C2=CC=CC=C2)C N-[(4S,5S)-7-ethyl-3-methyl-6-oxo-1-phenyl-4-(thiophen-2-yl)-1H,4H,5H,6H,7H-pyrazolo[3,4-b]pyridin-5-yl]-3-(trifluoromethyl)benzamide